C(CCC)NC1=NC(=NC(=C1CC1=C(C=CC(=C1)I)OC)C)N N4-butyl-5-(5-iodo-2-methoxybenzyl)-6-methylpyrimidine-2,4-diamine